C(#N)C1=CC=C(C(=O)N[C@H](C(N2CCC(CC2)N2N=NC=C2)=O)CCCN[C@H]2[C@@H](C2)C2=CC=C(C=C2)F)C=C1 4-Cyano-N-[(2S)-5-[[(1R,2S)-2-(4-fluorophenyl)cyclopropyl]amino]-1-oxo-1-[4-(1H-1,2,3-triazol-1-yl)piperidin-1-yl]pentan-2-yl]benzamide